(±)-4-chloro-N-(4,5-dichloro-2-fluorophenyl)-6,7,8,9-tetrahydro-5H-6,9-epiminocyclohepta[d]pyrimidine-10-carboxamide ClC=1C2=C(N=CN1)C1CCC(C2)N1C(=O)NC1=C(C=C(C(=C1)Cl)Cl)F